OC=1C=C(C=CC1OC)C=CC(=O)C1=C(C=C(C=C1OC)OC)OC 3-(3-Hydroxy-4-methoxyphenyl)-1-(2,4,6-trimethoxyphenyl)prop-2-en-1-one